ClC1=CC=C(C=C1)[C@H](CC1=NOC(=N1)CN1C(N(C=C(C1=O)CC)C)=O)O 3-({3-[(2S)-2-(4-chlorophenyl)-2-hydroxyethyl]-1,2,4-oxadiazol-5-yl}methyl)-5-ethyl-1-methyl-1,2,3,4-tetrahydropyrimidine-2,4-dione